methyl 3-(2-(2-fluoro-3,4-dihydroxy-5-methoxyphenyl)-1H-benzo[d]imidazol-1-yl)bicyclo[1.1.1]pentane-1-carboxylate FC1=C(C=C(C(=C1O)O)OC)C1=NC2=C(N1C13CC(C1)(C3)C(=O)OC)C=CC=C2